C(C)N1CC(O[Sn]2(OCC1)OC(CN(CCO2)CC)(C)C)(C)C 4,12-diethyl-2,2,10,10-tetramethyl-1,7,9,15-tetraoxa-4,12-diaza-8-stannaspiro[7.7]pentadecane